C(C)(=O)O[C@@H]1[C@@H](O[C@H](C[C@@H]1OC(C)=O)ON)C (2S,3R,4S,6S)-6-(aminooxy)-2-methyltetrahydro-2H-pyran-3,4-diyl diacetate